Tert-butyl 3-[(2-methylpyrazol-3-yl)amino]-7,8-dihydro-5H-1,6-naphthyridine-6-carboxylate CN1N=CC=C1NC=1C=NC=2CCN(CC2C1)C(=O)OC(C)(C)C